C(C)(CC)C1(C(=CC(=C1)C(C)CC)C(C)CC)[Sr]C1(C(=CC(=C1)C(C)CC)C(C)CC)C(C)CC bis(1,2,4-tri-sec-butylcyclopentadienyl)strontium